3-Dithiane C1CSSC=C1